[4-(4-amino-2-sulfamoylphenyl)-1H-pyrazol-1-yl]piperidine-1-carboxylic acid tert-butyl ester C(C)(C)(C)OC(=O)N1C(CCCC1)N1N=CC(=C1)C1=C(C=C(C=C1)N)S(N)(=O)=O